C(C1=CC=CC=C1)N([C@@H](C(C)C)C(=O)N1[C@@H](C[C@H](C1)C(F)(F)F)C(=O)O)C(=O)OC(C)(C)C benzyl-N-(tert-butoxycarbonyl)-L-valinyl-(4R)-4-(trifluoromethyl)-L-proline